methyl 2-amino-2-ethylbutyrate hydrochloride Cl.NC(C(=O)OC)(CC)CC